butyl 3-mercaptopropionate (butyl 3-mercaptopropionate) C(CCC)C(C(=O)O)CS.SCCC(=O)OCCCC